(1S,2R)-2-isopropyl-cyclopropanecarboxylic acid C(C)(C)[C@@H]1[C@H](C1)C(=O)O